2-((4-(1,3-dioxolan-2-yl)-6-methoxypyridin-3-yloxy)methyl)imidazo[1,2-a]pyridine-8-carboxamide O1C(OCC1)C1=C(C=NC(=C1)OC)OCC=1N=C2N(C=CC=C2C(=O)N)C1